2-Bromo-6-methyl-4-[(4-phenyl-1-piperidinyl)sulfonyl]phenol BrC1=C(C(=CC(=C1)S(=O)(=O)N1CCC(CC1)C1=CC=CC=C1)C)O